OB1OCC2=C1C(=CC(=C2)NC2=NC=C(C(=N2)N[C@@H]2COCC[C@H]2C#N)C)OC (trans)-3-[[2-[(1-hydroxy-7-methoxy-3H-2,1-benzoxaborole-5-yl)amino]-5-methyl-pyrimidin-4-yl]amino]tetrahydropyran-4-carbonitrile